Cyanomethyl-tributylphosphane C(#N)CC(CCC)P(CCCC)CCCC